ClC=1N=C(C2=C(N1)C(=C(N=C2OC)Cl)F)N(C)C 2,7-dichloro-8-fluoro-5-methoxy-N,N-dimethylpyrido[4,3-d]pyrimidin-4-amine